4-(pyridin-4-yl)-N-(pyridin-4-ylmethyl)benzenesulfonamide N1=CC=C(C=C1)C1=CC=C(C=C1)S(=O)(=O)NCC1=CC=NC=C1